N1=CCCC(=C1)C(=O)OCC1=CC=CC=C1 benzyl pyridine-5(4H)-carboxylate